FC1=CC(=C(C=C1)C)[C@H]1N(CCC1)C(CN1C(O[C@]2(C1=O)CCC1=CC(=CC=C12)NC(=O)NC)=O)=O 1-((R)-3'-(2-((S)-2-(4-fluoro-2-tolyl)pyrrolidin-1-yl)-2-oxoethyl)-2',4'-dioxo-2,3-dihydrospiro[indene-1,5'-oxazolidine]-5-yl)-3-methylurea